N1(N=CC=C1)[C@@H]1C[C@@H](NCC1)CC1=C(C(=O)OC(CCC)C2=NC=C(C(=C2)C)C2=C3C(=C4C=C(N=CC4=C2)NC)N(C=N3)C)C=CC=C1 1-(4-Methyl-5-(1-methyl-8-(methylamino)-1H-imidazo[4,5-f]isoquinolin-4-yl)pyridin-2-yl)butan-1-ol (2S,4S)-(4-(1H-pyrazol-1-yl)piperidin-2-yl)methyl-benzoate